6-chloro-5-(2-fluoro-5-methoxy-phenyl)-7-iodo-1,3-dihydro-1,4-benzodiazepin-2-one ClC1=C(C=CC2=C1C(=NCC(N2)=O)C2=C(C=CC(=C2)OC)F)I